ClC1=CC=C(C=C1)C1=C(CCC(C1)(C)C)C(=O)N1CC2C(C1)CN(C2)C(=O)C=2C=C1CN(C(C1=CC2)=O)C2C(NC(CC2)=O)=O 3-(5-(5-(4'-chloro-5,5-dimethyl-3,4,5,6-tetrahydro-[1,1'-biphenyl]-2-carbonyl)octahydropyrrolo[3,4-c]pyrrole-2-carbonyl)-1-oxoisoindolin-2-yl)piperidine-2,6-dione